C([C@@H](O)C1=CC=CC=C1)(=O)[O-] L-mandelate